C(C1=CC=CC=C1)OC1=CC=C(C=C1)C(=O)C1=C(NC2=NC=CN=C21)CC (4-(benzyloxy)phenyl)(6-ethyl-5H-pyrrolo[2,3-b]pyrazin-7-yl)methanone